tert-butyl 2-(3,3-difluoroazetidin-1-yl)acetate FC1(CN(C1)CC(=O)OC(C)(C)C)F